OCCN(C)CC1=CC=C(C(=O)NCC(C2=CC=CC=C2)=O)C=C1 4-(((2-hydroxyethyl)(methyl)amino)methyl)-N-(2-oxo-2-phenylethyl)benzamide